isoquinolin-6-ylcarbamate C1=NC=CC2=CC(=CC=C12)NC([O-])=O